4-ethyl-2-((2R,4S)-7-fluoro-4-isopropyl-2-(o-tolyl)-1,2,3,4-tetrahydroquinolin-6-yl)-5-(hydroxymethyl)-2,4-dihydro-3H-1,2,4-triazol-3-one C(C)N1C(N(N=C1CO)C=1C=C2[C@@H](C[C@@H](NC2=CC1F)C1=C(C=CC=C1)C)C(C)C)=O